ClC=1C(=CC2=C(OCO2)C1)C=1CCN(CC1)S(=O)(=O)C=1C=CC2=C(CCO2)C1 4-(6-chlorobenzo[d][1,3]dioxol-5-yl)-1-((2,3-dihydrobenzofuran-5-yl)sulfonyl)-1,2,3,6-tetrahydropyridine